S(=O)(=O)([O-])CCCOC(C=C)=O sulfonatopropylacrylate